C(=O)(O)C1=CC(=[N+](C=C1)[O-])Cl 4-carboxy-2-chloropyridine 1-oxide